(3r,4r)-1-(1-((5-(difluoromethyl)-1,3,4-thiadiazol-2-yl)methyl)-5,7-difluoro-1H-benzo[d]imidazol-2-yl)-4-fluoropiperidin-3-amine FC(C1=NN=C(S1)CN1C(=NC2=C1C(=CC(=C2)F)F)N2C[C@H]([C@@H](CC2)F)N)F